[K+].COOC=1C(C(=O)[O-])=CC=CC1 Methoxysalicylic acid potassium salt